N1C=NC2=C1C=C(C=C2)CN(C2=CC(=NC=C2)CN(C)C)CC2=CC(=CC=C2)OC N-((1H-benzo[d]imidazol-6-yl)methyl)-2-((dimethylamino)methyl)-N-(3-methoxybenzyl)pyridin-4-amine